[N+](=O)([O-])C1=C(C=CC=C1)CC(C(=O)OCC)=O Ethyl 3-(2-nitrophenyl)-2-oxopropionate